N[C@H](C1=NC2=C(N1)C=C1CC(CC1=C2)(C(=O)NC)N2C(N[C@@H](C2)CC)=O)C2CCCCC2 2-((S)-amino(cyclohexyl)methyl)-6-((R)-4-ethyl-2-oxoimidazolidin-1-yl)-N-methyl-1,5,6,7-tetrahydroindeno[5,6-d]imidazole-6-carboxamide